Cl.N1CCC(CC1)N1C=C(C2=CC=CC=C12)CC(=O)OC methyl 2-[1-(piperidin-4-yl)indol-3-yl]acetate hydrochloride